NC1(CCN(CC1)C1=CN=C2C(=N1)NN=C2C=2C(=C(C=CC2)N2CCN(CC2)CC=2C=C1CN(C(C1=C(C2)F)=O)C2C(NC(CC2)=O)=O)Cl)C 3-(5-((4-(3-(6-(4-amino-4-methylpiperidin-1-yl)-1H-pyrazolo[3,4-b]pyrazin-3-yl)-2-chlorophenyl)piperazin-1-yl)methyl)-7-fluoro-1-oxoisoindolin-2-yl)piperidine-2,6-dione